3-(5-(((3S*,4S*)-1-ethyl-4-fluoropiperidin-3-yl)oxy)-1-oxoisoindolin-2-yl)piperidine-2,6-dione C(C)N1C[C@@H]([C@H](CC1)F)OC=1C=C2CN(C(C2=CC1)=O)C1C(NC(CC1)=O)=O |o1:4,5|